NCC=1C=NC(=NC1)C1=C(C=C(C#N)C=C1)OC1=NC(=NC(=C1)N1CCC1)C 4-[5-(aminomethyl)pyrimidin-2-yl]-3-[6-(azetidin-1-yl)-2-methylpyrimidin-4-yl]oxybenzonitrile